3-fluoro-3-(6-(acetoxymethyl)pyridine-2-yl)azetidine-1-carboxylic acid tert-butyl ester C(C)(C)(C)OC(=O)N1CC(C1)(C1=NC(=CC=C1)COC(C)=O)F